Benzyl 8-fluoro-5-hydroxy-2-azabicyclo[5.1.0]octane-2-carboxylate FC1C2CC(CCN(C12)C(=O)OCC1=CC=CC=C1)O